OCCOC1=C(C=C(C=C1C1=CC=CC2=CC=CC=C12)C(C)(C)C1=CC(=C(OCCO)C(=C1)C1=CC=CC2=CC=CC=C12)C1=CC=CC2=CC=CC=C12)C1=CC=CC2=CC=CC=C12 2-[4-[1-[4-(2-hydroxyethoxy)-3,5-di(naphthalen-1-yl)-phenyl]-1-methyl-ethyl]-2,6-di(naphthalen-1-yl)-phenoxy]ethanol